3-bromo-1-(3-chloro-2-pyridinyl)-N-(3-(3-fluorophenyl)-4-oxo-3,4-dihydro-5-benzo[d][1,2,3]triazinyl)-1H-pyrazole-5-carboxamide BrC1=NN(C(=C1)C(=O)NC1=CC=CC=2N=NN(C(C21)=O)C2=CC(=CC=C2)F)C2=NC=CC=C2Cl